CC1=C(C=C(C(=C1C)O)C)C(C1=CC=CC=C1)C1=C(C(=C(C(=C1)C)O)C)C bis(2,3,5-trimethyl-4-hydroxyphenyl)-phenylmethane